CN(CCOC=1C=CC(=C(C1)C(C(=O)N)(C)C1=CC=CC2=CC=CC=C12)C)C (5-(2-(Dimethylamino)ethoxy)-2-methylphenyl)-2-(naphthalen-1-yl)propanamide